2-ethoxy-1-((5'-(quinolin-3-yl)-2'-(2H-tetrazol-5-yl)-[1,1'-biphenyl]-4-yl)methyl)-1H-benzo[d]imidazole-7-carboxylic Acid C(C)OC1=NC2=C(N1CC1=CC=C(C=C1)C1=C(C=CC(=C1)C=1C=NC3=CC=CC=C3C1)C=1N=NNN1)C(=CC=C2)C(=O)O